N1(CCN(CCN(CC1)C(=O)O)C(=O)O)C(=O)O 1,4,7-triazacyclononane-1,4,7-tricarboxylic acid